ClC1=CC=C(C=N1)NC(=O)C1(CCC1)C1=CC=C(C=C1)NC(C1=CC(=CC=C1)C#N)=O N-(4-{1-[(6-chloropyridin-3-yl)carbamoyl]cyclobutyl}phenyl)-3-cyanobenzamide